4-(4-(7,8-dihydro-4H-furo[3,2-c]azepin-5(6H)-yl)-2-(((2R,7aS)-2-fluorohexahydro-1H-pyrrolizin-7a-yl)methoxy)-5,6-dihydropyrido[3,4-d]pyrimidin-7(8H)-yl)-5-ethyl-6-fluoronaphthalen-2-ol O1C=CC=2CN(CCCC21)C=2C1=C(N=C(N2)OC[C@]23CCCN3C[C@@H](C2)F)CN(CC1)C1=CC(=CC2=CC=C(C(=C12)CC)F)O